The molecule is a carbamate ester obtained by the formal condensation of methylcarbamic acid with the hydroxy group of 1-(methylsulfanyl)acetaldoxime. It has a role as an EC 3.1.1.7 (acetylcholinesterase) inhibitor, an EC 3.1.1.8 (cholinesterase) inhibitor, an acaricide, a nematicide, a xenobiotic, an environmental contaminant, an insecticide and an agrochemical. It is a carbamate ester and an aliphatic sulfide. It derives from a methylcarbamic acid and a 1-(methylsulfanyl)acetaldoxime. C/C(=N\\OC(=O)NC)/SC